FC(C(=O)[O-])(F)F.NC(=O)C1=CC=CC2=CN(N=C12)C1=CC=C(CN2CC(=CC=C2)C(C)O)C=C1.[NH4+] ammonium N-{4-[7-(aminocarbonyl)-2H-indazol-2-yl]benzyl}-2-hydroxy-2-pyridin-3-ylethane trifluoroacetate